FC(C1=NC=CC=C1SC=1N=C2C(=NC1)NC(=N2)N2CCC1(CC2)CC2=C(N=CS2)[C@H]1N)(F)F (S)-1'-(5-((2-(trifluoromethyl)pyridin-3-yl)thio)-1H-imidazo[4,5-b]pyrazin-2-yl)-4,6-dihydrospiro[cyclopenta[d]thiazole-5,4'-piperidin]-4-amine